FC(C(=O)N1CC(C1)N1N=C(C2=C1CCOC2)C2=CC=C(C=C2)C(F)(F)F)=C 2-fluoro-1-(3-(3-(4-(trifluoromethyl)phenyl)-6,7-dihydropyrano[4,3-c]pyrazol-1(4H)-yl)azetidin-1-yl)prop-2-en-1-one